FC(CS(=O)(=O)CC(F)(F)F)(F)F 2,2,2-trifluoroethyl sulfone